2-[2-(5-chloro-2-fluoro-phenyl)imidazo[1,2-a]pyridin-3-yl]-7-(1,4-diazepan-1-yl)-1,5-naphthyridine ClC=1C=CC(=C(C1)C=1N=C2N(C=CC=C2)C1C1=NC2=CC(=CN=C2C=C1)N1CCNCCC1)F